C1(CC1)S(=O)(=O)N1C[C@H]([C@@H](CC1)NC1=NN2C(C=N1)=C(C=C2C2=C(C=C(C=C2)C(F)F)F)F)O (3R,4R)-1-(cyclopropylsulfonyl)-4-((7-(4-(difluoromethyl)-2-fluorophenyl)-5-fluoropyrrolo[2,1-f][1,2,4]triazin-2-yl)amino)piperidin-3-ol